(1R,3R)-3-((S)-2-(3-Chloro-5-methoxybenzyl)-6-(methoxycarbonyl)-7-methyl-6,7,8,9-tetrahydro-3H-imidazo[4,5-f]chinolin-3-yl)cyclohexan ClC=1C=C(CC=2N(C=3C(=C4CC[C@@H](N(C4=CC3)C(=O)OC)C)N2)C2CCCCC2)C=C(C1)OC